FC1=NC=C(C2=C1C[C@@H]1CC[C@H]2N1C1=CC=C(C=C1)OC)OC (5R,8S)-1-fluoro-4-methoxy-10-(4-methoxyphenyl)-6,7,8,9-tetrahydro-5H-5,8-epiminocyclohepta[c]pyridine